N1=CC(=CC=C1)S(=O)(=O)Cl 3-PYRIDINESULFONYL CHLORIDE